trans-4-[(7S)-2-[2-(4-Chloro-1H-pyrazol-1-yl)ethyl]-6-(methoxycarbonyl)-7-methyl-3H,6H,7H,8H,9H-imidazo[4,5-f]chinolin-3-yl]cyclohexan ClC=1C=NN(C1)CCC=1N(C=2C(=C3CC[C@@H](N(C3=CC2)C(=O)OC)C)N1)C1CCCCC1